1-[6-(4-Chloro-benzyl)-3,3-dimethyl-2,3-dihydro-pyrrolo[3,2-c]pyridin-1-yl]-2-((2R,5R)-2-methoxy-methyl-5-methyl-piperazin-1-yl)-ethanone ClC1=CC=C(CC2=CC3=C(C=N2)C(CN3C(CN3[C@@](CN[C@@H](C3)C)(OC)C)=O)(C)C)C=C1